tert-Butyl 12-(2,6-dimethylphenyl)-2,8,8-trioxo-15-oxa-8λ6-thia-1,9,11,18,22-pentaazatetracyclo[14.4.1.13,7.110,14]tricosa-3(23),4,6,10(22),11,13-hexaene-18-carboxylate CC1=C(C(=CC=C1)C)C1=NC=2NS(C3=CC=CC(C(N4CCN(CC(OC(=C1)N2)C4)C(=O)OC(C)(C)C)=O)=C3)(=O)=O